4-(1,1,1-trifluoro-2-hydroxypropan-2-yl)benzonitrile FC(C(C)(O)C1=CC=C(C#N)C=C1)(F)F